(S)-1-(3-chloro-4-fluorophenyl)-3-(isoquinolin-4-yl)-2-oxoimidazolidine-4-carbonitrile ClC=1C=C(C=CC1F)N1C(N([C@@H](C1)C#N)C1=CN=CC2=CC=CC=C12)=O